OCC=1SC=C(C1C(=O)NC)C (hydroxymethyl)-N,4-dimethylthiophene-3-carboxamide